CC(C)(C)S(=O)N[C@@H](C)C1=NC(=CC2=C1CNC2=O)N2[C@@H](CCC2)C 2-methyl-N-[(1S)-1-{6-[(2R)-2-methylpyrrolidin-1-yl]-1-oxo-2,3-dihydro-1H-pyrrolo[3,4-c]pyridin-4-yl}ethyl]propane-2-sulfinamide